titanium-copper-nickel-tin-silver [Ag].[Sn].[Ni].[Cu].[Ti]